ClC1=C(C=C(C=C1)Cl)C=1C=C2CCC(C2=CC1)NC(O[C@@H]1CN2CCC1CC2)=O (S)-quinuclidin-3-yl (5-(2,5-dichlorophenyl)-2,3-dihydro-1H-inden-1-yl)carbamate